FC(C(=O)N[C@@H]([C@H](O)C1=CC2=C(OCCO2)C(=C1)F)CN1CCCC1)(C1=CC=C(C=C1)C1=CC=C2C=NN(C2=C1)C)F 2,2-difluoro-N-((1r,2r)-1-(8-fluoro-2,3-dihydrobenzo[b][1,4]dioxin-6-yl)-1-hydroxy-3-(pyrrolidin-1-yl)propan-2-yl)-2-(4-(1-methyl-1H-indazol-6-yl)phenyl)acetamide